ethyl (6R)-6-[4-(3-bromo-5-fluoro-2-pyridyl)piperazin-1-yl]-2-azaspiro[3.4]octane-2-carboxylate BrC=1C(=NC=C(C1)F)N1CCN(CC1)[C@H]1CC2(CN(C2)C(=O)OCC)CC1